C(C)OC(=O)C1=NC=C(C=C1C(=O)OCC)CBr 5-bromomethyl-2,3-pyridinedicarboxylic acid diethyl ester